C(C)(C)(C)C=1N(C=2C(=C3CCC(NC3=CC2)C)N1)CCN1CCOCC1 2-(tert-butyl)-7-methyl-3-(2-morpholinoethyl)-3,7,8,9-tetrahydro-6H-imidazo[4,5-f]quinoline